2,2-bis(3,5-dibromo-4-hydroxy-phenyl)propane BrC=1C=C(C=C(C1O)Br)C(C)(C)C1=CC(=C(C(=C1)Br)O)Br